FC(C(=O)O)(F)F.NCC=1SC(=CN1)S(=O)(=O)C=1C=C(C=C(C1)C1=CC=CC=C1)C(=O)O 5-((2-(aminomethyl)thiazol-5-yl)sulfonyl)-[1,1'-biphenyl]-3-carboxylic acid trifluoroacetate salt